4-(dimethyl-amino)but-3-en-2-one CN(C=CC(C)=O)C